(S)-5-(4-(difluoromethyl)-6-(neopentylamino)pyridin-3-yl)-N-(2-hydroxy-2-methylpropyl)-4-(2-methylpyrrolidine-1-carbonyl)thiazole-2-carboxamide FC(C1=C(C=NC(=C1)NCC(C)(C)C)C1=C(N=C(S1)C(=O)NCC(C)(C)O)C(=O)N1[C@H](CCC1)C)F